2-(1-(methoxymethyl)cyclopentyl)-6-pentyl-4-phenyl-3-(2H-tetrazol-5-yl)-5,6,7,8-tetrahydroquinoline COCC1(CCCC1)C1=NC=2CCC(CC2C(=C1C=1N=NNN1)C1=CC=CC=C1)CCCCC